2-((benzo[d]thiazol-6-yloxy)(4-(1-propynyl)pyridin-2-yl)methyl)-1,3,4-oxadiazole S1C=NC2=C1C=C(C=C2)OC(C=2OC=NN2)C2=NC=CC(=C2)C#CC